N1N=C(C=C1)OC1=C(C(=C(C=C1)N1C(=NC(=C(C1=O)C)O)C)Cl)Cl 3-(4-((1H-pyrazol-3-yl)oxy)-2,3-dichlorophenyl)-6-hydroxy-2,5-dimethylpyrimidin-4(3H)-one